2-(2-fluoro-3-methoxy-6-(1H-tetrazol-1-yl)phenyl)acetamide FC1=C(C(=CC=C1OC)N1N=NN=C1)CC(=O)N